S(=O)[O-].[Na+].C(CCCCCCC)(=O)NCC1=CC(=C(C=C1)CC(=O)O)CC(=O)O.SC1=NC=C2NC=NC2=N1 sulfhydryl-purine 4-(octanamidomethyl)-1,2-phenylenediacetate sodium sulfanate